2-(3-acetyl-5-(5-chloro-6-methylpyridin-3-yl)-1H-indol-1-yl)acetic acid C(C)(=O)C1=CN(C2=CC=C(C=C12)C=1C=NC(=C(C1)Cl)C)CC(=O)O